BrC1=NN(C(=C1)C(=O)NC1=C(C=C(C=C1C(=O)NC(C)C)C#N)C)C1=NC=CC=C1Cl 3-bromo-1-(3-chloro-2-pyridinyl)-N-[4-cyano-2-methyl-6-[[(1-methylethyl)amino]carbonyl]phenyl]-1H-pyrazole-5-carboxamide